NC1=C(C(=C(C=C1)C1=CC=CC=C1)C1=CC=CC=C1)N diaminophenylbiphenyl